N-[(3R,4S)-3-[(5-bromo-3-fluoro-1-{[2-(trimethylsilyl)ethoxy]methyl}pyrrolo[2,3-b]pyridin-6-yl)oxy]oxan-4-yl]-4-methylbenzenesulfonamide BrC=1C=C2C(=NC1O[C@H]1COCC[C@@H]1NS(=O)(=O)C1=CC=C(C=C1)C)N(C=C2F)COCC[Si](C)(C)C